ONC(\C=C\C1=C(C=CC=C1)N1CCC(CC1)NC(CC1=CC=C(C=C1)OC)=O)=O (E)-N-hydroxy-3-(2-(4-(2-(4-methoxyphenyl)acetamido)piperidin-1-yl)phenyl)acrylamide